OC1(CCN(CC1)C(CC1=CC=C(C=C1)NC(OCC1=CC=C(C=C1)Cl)=O)=O)C (4-chlorophenyl)methyl N-{4-[2-(4-hydroxy-4-methylpiperidin-1-yl)-2-oxoethyl]phenyl}carbamate